1-ethenyl-2-pyrrolidone C(=C)N1C(CCC1)=O